O=C1NC(CCC1N1C(C2=CC=CC(=C2C1)C#CCCC=1C(=NC=C(C1)C=1N=CC2=C(C=CC=C2C1)C1=CC(=C2CCC(N(C2=C1)C)=O)CC)C(=O)N)=O)=O (4-(2-(2,6-Dioxopiperidin-3-yl)-1-oxoisoindolin-4-yl)but-3-yn-1-yl)-5-(8-(5-ethyl-1-methyl-2-oxo-1,2,3,4-tetrahydroquinolin-7-yl)isoquinolin-3-yl)picolinamide